(R)-6-chloro-3-((1-(2-cyano-3-(3-cyanophenyl)-7-methylquinoxalin-5-yl)ethyl)amino)picolinic acid ClC1=CC=C(C(=N1)C(=O)O)N[C@H](C)C1=C2N=C(C(=NC2=CC(=C1)C)C#N)C1=CC(=CC=C1)C#N